2,5-dihydro-furanmethanol O1C(C=CC1)CO